O=C(C[C@@]1(C[C@H](N(C1)C(=O)[O-])C(=O)OC)C(=O)OC)C1=CC=CC=C1 2,4-dimethyl (2S,4R)-4-(2-oxo-2-phenylethyl)pyrrolidine-1,2,4-tricarboxylate